NC=1C=C(C=C(C1)C(F)(F)F)[C@@H](C)NC=1C2=C(N=C(N1)C)N=C(C(=C2)C=2N=NN(N2)C)N2CCCC2 (R)-N-(1-(3-amino-5-(trifluoromethyl)phenyl)ethyl)-2-methyl-6-(2-methyl-2H-tetrazol-5-yl)-7-(pyrrolidin-1-yl)pyrido[2,3-d]pyrimidin-4-amine